S1CCN2NC=CN=C21 2H-thiazolo[3,2-b]-1,2,4-triazine